C1(CCCCC1)C(=O)OOC=1C(=NC(=CC1)C=1N=NN(C1COC(=O)OC1=CC=C(C=C1)[N+](=O)[O-])C)C1CC1 (2-cyclopropyl-6-(1-methyl-5-((((4-nitrophenoxy) carbonyl) oxy) methyl)-1H-1,2,3-triazol-4-yl) pyridin-3-yloxy) cyclohexane-1-carboxylate